2-(tert-butoxycarbonyl)-1,2,3,4-tetrahydroisoquinoline-4-carboxylic acid C(C)(C)(C)OC(=O)N1CC2=CC=CC=C2C(C1)C(=O)O